FC(C=1OC(=NN1)C=1C=NC(=CC1)CN1N=NC(=C1)C=1SC(=CC1)CN1CCC(CC1)C)F 2-(difluoromethyl)-5-(6-((4-(5-((4-methylpiperidin-1-yl)methyl)thiophen-2-yl)-1H-1,2,3-triazol-1-yl)methyl)pyridin-3-yl)-1,3,4-oxadiazole